ClC1=CC2=C(OC(C(N2CC2=CC(=CC(=C2)F)F)=O)C)C(=C1[N+](=O)[O-])F 6-chloro-4-(3,5-difluorobenzyl)-8-fluoro-2-methyl-7-nitro-2H-benzo[b][1,4]oxazin-3(4H)-one